4-((1R,5S)-3,8-Diazabicyclo[3.2.1]octan-3-yl)-7-(8-ethynyl-7-fluoro-3-hydroxynaphthalen-1-yl)-2-(((S)-1-methylpyrrolidin-2-yl)methoxy-d2)pyrimido[4,5-d]pyridazin-8(7H)-one [C@H]12CN(C[C@H](CC1)N2)C2=NC(=NC=1C(N(N=CC12)C1=CC(=CC2=CC=C(C(=C12)C#C)F)O)=O)OC([2H])([2H])[C@H]1N(CCC1)C